[K+].P(=O)([O-])([O-])[O-].C(=C)OC=C.[K+].[K+] vinyl ether phosphate potassium salt